CC1([C@@H]2CC([C@]1(CC2)CS(=O)(=O)O)=O)C [(1R,4S)-7,7-dimethyl-2-oxo-norbornan-1-yl]methanesulfonic acid